C(#N)C1=CC(=C(C=C1)CON1N=C(C=C1)C1CCN(CC1)CC=1N(C2=C(N1)C=CC(=C2)C(=O)OC)CC=2OC=CN2)F methyl 2-[[4-[1-[(4-cyano-2-fluoro-phenyl)methoxy]pyrazol-3-yl]-1-piperidyl]methyl]-3-(oxazol-2-ylmethyl)benzimidazole-5-carboxylate